1-(2-carboxyethyl)-4-(2-((phenylmethyl)sulfonamido)-4-(4-(4-((6-(trifluoromethyl)pyridazin-3-yl)oxy)phenyl)piperidine-1-carbonyl)phenyl)piperazin-1-ium chloride [Cl-].C(=O)(O)CC[NH+]1CCN(CC1)C1=C(C=C(C=C1)C(=O)N1CCC(CC1)C1=CC=C(C=C1)OC=1N=NC(=CC1)C(F)(F)F)NS(=O)(=O)CC1=CC=CC=C1